BrC1=C(C(=C(C(=C1)OCCCC)F)F)C1=C(C(=C(C=C1)OCC)F)F 1-bromo-5-butoxy-2-(4-ethoxy-2,3-difluoro-phenyl)-3,4-difluorobenzene